FC(C(=O)O)(F)F.CN1C(N(C2=C1C=C(C=C2)C2CC(C2)OC2CCNCC2)C2C(NC(CC2)=O)=O)=O 3-{3-methyl-2-oxo-5-[3-(piperidin-4-yloxy)cyclobutyl]-1,3-benzodiazol-1-yl}piperidine-2,6-dione trifluoroacetate